1-((3R,4S)-4-(3-((4-amino-5-(4-bromo-3-methoxyphenyl)-7-ethyl-7H-pyrrolo[2,3-d]pyrimidin-6-yl)ethynyl)azetidin-1-yl)-3-hydroxypiperidin-1-yl)prop-2-en-1-one NC=1C2=C(N=CN1)N(C(=C2C2=CC(=C(C=C2)Br)OC)C#CC2CN(C2)[C@@H]2[C@@H](CN(CC2)C(C=C)=O)O)CC